(2R)-2-(tert-butoxycarbonylamino)-5-methyl-hexanoic acid C(C)(C)(C)OC(=O)N[C@@H](C(=O)O)CCC(C)C